Methyl-{4-[2-(4-methyl-1,4'-bipiperidin-1'-yl)-2-oxoethyl]-1,3-thiazol-2-yl}carbamic acid tert-butyl ester C(C)(C)(C)OC(N(C=1SC=C(N1)CC(=O)N1CCC(CC1)N1CCC(CC1)C)C)=O